BrC1=NC(=CC=C1)OC[N+](=O)[O-] 2-bromo-6-(nitromethoxy)pyridine